BrC1=CC(=C(C#N)C=C1F)F 4-bromo-2,5-difluorobenzonitrile